10,10',10''-(4,5-bis(3-methyl-3H-imidazo[4,5-b]pyridin-2-yl)benzene-1,2,3-triyl)tris(5-methyl-5,10-dihydrophenazine) CN1C(=NC=2C1=NC=CC2)C2=C(C(=C(C=C2C2=NC=1C(=NC=CC1)N2C)N2C1=CC=CC=C1N(C=1C=CC=CC21)C)N2C1=CC=CC=C1N(C=1C=CC=CC21)C)N2C1=CC=CC=C1N(C=1C=CC=CC21)C